2-(3-(2-(4-((4-fluoro-3-methylphenyl)carbamoyl)-1,3,5-trimethyl-1H-pyrrol-2-yl)-2-oxoacetamido)piperidin-3-yl)acetic acid FC1=C(C=C(C=C1)NC(=O)C=1C(=C(N(C1C)C)C(C(=O)NC1(CNCCC1)CC(=O)O)=O)C)C